FC(C=1C=CC(=NC1)C(C(=O)N)C)(C1=CC=C(C=C1)F)F (5-(difluoro(4-fluorophenyl)methyl)pyridin-2-yl)propanamide